methylenebis[4-isocyanatobenzene] C1=CC(=CC=C1CC2=CC=C(C=C2)N=C=O)N=C=O